CC1=NC=2N(C(=C1)C)N=CC2C(=O)NC2=CC=C(C=C2)C=2SC=CC2 5,7-DIMETHYL-N-(4-(THIOPHEN-2-YL)PHENYL)PYRAZOLO[1,5-a]PYRIMIDINE-3-CARBOXAMIDE